NC1=C(C=CC=C1)NC(C1=CC=C(C=C1)CNC(=O)OCC=1C=NC=CC1)=O N-(2-aminophenyl)-4-[N-(pyridine-3-yl-methoxy-carbonyl)aminomethyl]benzamide